4-phenyl-4-phenylbenzophenone C1(=CC=CC=C1)C1(CC=C(C(=O)C2=CC=CC=C2)C=C1)C1=CC=CC=C1